carboxyethyl-silanol sodium salt [Na+].C(=O)([O-])CC[SiH2]O